octadecadiene-15-carboxamide C=CC=CCCCCCCCCCCC(CCC)C(=O)N